tert-butyl (R)-4-(3-((6-(4-(1-(3-(tert-butyl)-1,2,4-oxadiazole-5-carboxamido)ethyl)-2-fluoro-5-methylphenyl)pyrimidin-4-yl)amino)phenyl)piperazine-1-carboxylate C(C)(C)(C)C1=NOC(=N1)C(=O)N[C@H](C)C1=CC(=C(C=C1C)C1=CC(=NC=N1)NC=1C=C(C=CC1)N1CCN(CC1)C(=O)OC(C)(C)C)F